N1=CC=C(C=C1)CCCOC=1C=CC=2N=C(NC(C2N1)=O)C1=NC=CC(=C1)C(F)(F)F 6-(3-pyridin-4-yl-propoxy)-2-(4-trifluoromethyl-pyridin-2-yl)-3H-pyrido[3,2-d]pyrimidin-4-one